D-GLYCERALDEHYDE O=C[C@H](O)CO